C(CSCCO)O diethanol sulfide